C(C)(C)(C)NC(=O)C1=NC=CC(=C1)NC(CC1=CC2=CC=CC=C2C=C1)=O N-tert-butyl-4-[[2-(2-naphthyl)acetyl]amino]pyridine-2-carboxamide